2,6-bis[(2-hydroxy-5-methylphenyl)methyl]-4-methylphenoxide OC1=C(C=C(C=C1)C)CC1=C([O-])C(=CC(=C1)C)CC1=C(C=CC(=C1)C)O